OCCONC(=O)C1=CC2=C(N=CN2C)C(=C1NC1=C(C=C(C=C1)Br)Cl)F 6-(4-bromo-2-chloro-phenylamino)-7-fluoro-3-methyl-3H-benzimidazole-5-carboxylic acid (2-hydroxy-ethoxy)-amide